6-(4-(4-Fluoro-3-methylphenyl)-2-methyl-1H-imidazol-5-yl)-1H-indazole FC1=C(C=C(C=C1)C=1N=C(NC1C1=CC=C2C=NNC2=C1)C)C